ClC1=C(COC2=CC=C(C=C2)NC2=NC=NC3=CC=C4C(=C23)OCCN4C(\C=C\CN(C)C)=O)C=C(C=C1)F (E)-1-(10-((4-((2-chloro-5-fluorobenzyl)oxy)phenyl)amino)-2,3-dihydro-4H-[1,4]oxazino[2,3-f]quinazolin-4-yl)-4-(dimethylamino)but-2-en-1-one